O1CCOC12CC=C(CC2)C2=CC=C(S2)C=O 5-(1,4-dioxaspiro[4.5]dec-7-en-8-yl)thiophene-2-carbaldehyde